COC1=C(C=CC(=N1)OC1CCC2(CN(C2)C(=O)OCCCC)CC1)C(F)(F)F butyl 7-((6-methoxy-5-(trifluoromethyl)pyridin-2-yl)oxy)-2-azaspiro[3.5]nonane-2-carboxylate